(R)-N-((1-(6-((4-cyclobutoxypyridin-2-yl)amino)-3-methylpyridin-2-carbonyl)-5,5-difluoropiperidin-2-yl)methyl)acetamide C1(CCC1)OC1=CC(=NC=C1)NC1=CC=C(C(=N1)C(=O)N1[C@H](CCC(C1)(F)F)CNC(C)=O)C